FC1=CC=C(C=C1)N1C(C(=NC=C1)OC)=O 1-(4-fluorophenyl)-3-methoxypyrazin-2(1H)-one